S1C2=C(C=C1)C(=CC=C2)N2CCN(CC2)CCCCOC2=CC=C1CCC(N(C1=C2)COC(CCCC(=O)OCN2C(CCC1=CC=C(C=C21)OCCCCN2CCN(CC2)C2=CC=CC=1SC=CC12)=O)=O)=O bis((7-(4-(4-(benzo[b]thiophen-4-yl)piperazin-1-yl)butoxy)-2-oxo-3,4-dihydroquinolin-1(2H)-yl)methyl)glutarate